N1N=CC2=CC(=CC=C12)C#CC1=NC(=NC=C1)C1=NC(=NC=C1)NCCN(C)C N1-(4-((1H-Indazol-5-yl)ethynyl)-[2,4'-bipyrimidin]-2'-yl)-N2,N2-dimethylethane-1,2-diamine